FC=1C=NC(=NC1)N1CCN(CC1)C1=CC=C(C=C1)N=O 5-fluoro-2-(4-(4-nitrosophenyl)piperazin-1-yl)pyrimidine